COC(=O)C1=C(SC=C1)C1=CN=C2N1C=C(C=C2)NC(=O)OC(C)(C)C (6-((tert-butoxycarbonyl)amino)imidazo[1,2-a]pyridin-3-yl)thiophene-3-carboxylic acid methyl ester